((perfluorocyclobut-1-ene-1,2-diyl)bis(oxy))dibenzene FC1(C(=C(C1(F)F)OC1=CC=CC=C1)OC1=CC=CC=C1)F